4-THIOCARBAMOYLPHENYL-2-(4-OXOPHENYL)-PHENYLPROPANOAT C(N)(=S)C1=CC=C(C=C1)OC(C(C)C1=C(C=CC=C1)C1=CCC(C=C1)=O)=O